3-((3-hydroxyphenyl)amino)-4-((pyridin-2-ylmethyl)amino)cyclobut-3-ene-1,2-dione OC=1C=C(C=CC1)NC=1C(C(C1NCC1=NC=CC=C1)=O)=O